CCCCCCCCCCCCCCCCCC(=O)CCCCCCCCCCCCCCCC1CC1 Methanostearone